(S)-[4-Fluoro-3-(7-morpholin-4-yl-quinazolin-4-yl)-phenyl]-(3-methyl-pyrazin-2-yl)methanol FC1=C(C=C(C=C1)[C@H](O)C1=NC=CN=C1C)C1=NC=NC2=CC(=CC=C12)N1CCOCC1